3-Trimethyl-3H-indole-5-carboxylic acid CC1=NC2=C(C1(C)C)C=C(C=C2)C(=O)O